C1(CCCC1)CC(=O)N1CCC(CC1)N1N=CC(=C1)CNC1=C2C(N(C(C2=CC=C1)=O)C1C(NC(CC1)=O)=O)=O 4-(((1-(1-(2-cyclopentylacetyl)piperidin-4-yl)-1H-pyrazol-4-yl)methyl)amino)-2-(2,6-dioxopiperidin-3-yl)isoindoline-1,3-dione